CC1=CC=C(N=N1)N1CC2(CC1)CCN(CC2)C(=O)OC(C)(C)C tert-butyl 2-(6-methylpyridazin-3-yl)-2,8-diazaspiro[4.5]decane-8-carboxylate